3-Bromo-N,9,9-triphenyl-9H-fluoren-2-amine BrC=1C(=CC=2C(C3=CC=CC=C3C2C1)(C1=CC=CC=C1)C1=CC=CC=C1)NC1=CC=CC=C1